CO[C@@H]1[C@H](N(CC1)C(=O)OC(C)(C)C)C(=O)OC 1-(t-butyl) 2-methyl (2S,3S)-3-methoxypyrrolidin-1,2-dicarboxylate